O1CCN(CC1)C1=NC(=NC(=N1)N1N=CC=C1)NCCC(=O)N1C=CC=C1 3-((4-morpholino-6-(1H-pyrazol-1-yl)-1,3,5-triazin-2-yl)amino)-1-(1H-pyrrol-1-yl)propan-1-one